O1CCCC=2C1=NC=CC2 2H,3H,4H-pyrano[2,3-b]pyridin